1',1'''-(Oxybis(ethane-2,1-diyl))bis(1-methyl-[4,4'-bipyridin]-1,1'-diium) chloride [Cl-].O(CC[N+]1=CC=C(C=C1)C1=CC=[N+](C=C1)C)CC[N+]1=CC=C(C=C1)C1=CC=[N+](C=C1)C.[Cl-].[Cl-].[Cl-]